ClC=1C=NC=C(C1[C@@H](C)OC=1C=C2C(=NNC2=CC1)C=1C=NC(=C(C1)F)N1CC(C1)(N1CC(C1)(C)OC)C)Cl (R)-5-(1-(3,5-dichloropyridin-4-yl)ethoxy)-3-(5-fluoro-6-(3-methoxy-3,3'-dimethyl-[1,3'-biazetidin]-1'-yl)pyridin-3-yl)-1H-indazole